OCCCC(C)C hydroxy-4-methylpentane